C(#N)C(NC(=O)[C@@H]1[C@H]2C([C@H]2CN1C([C@H](C(C)(C)C)NC(C(F)(F)F)=O)=O)(C)C)C1=CN=CS1 (1R,2S,5S)-N-(cyano(thiazol-5-yl)methyl)-3-((S)-3,3-dimethyl-2-(2,2,2-trifluoroacetamido)butanoyl)-6,6-dimethyl-3-azabicyclo[3.1.0]hexane-2-carboxamide